(8-fluoro-6-oxo-1,2,3,4,5,6-hexahydrobenzo[c][1,7]naphthyridin-1-yl)-1-methylurea FC=1C=CC2=C(C(NC=3CNCC(C23)N(C(=O)N)C)=O)C1